ethyl 3-(5-chloro-1-ethyl-2-(2-(2-methoxyethyl)phenyl)-1H-pyrrolo[3,2-b]pyridin-3-yl)-2,2-dimethylpropanoate ClC1=CC=C2C(=N1)C(=C(N2CC)C2=C(C=CC=C2)CCOC)CC(C(=O)OCC)(C)C